BrC(C(=O)OC)C1=C2C3(C(N(C2=CC(=C1)OC)C1CCOCC1)=O)CC3 methyl 2-bromo-2-(6'-methoxy-2'-oxo-1'-(tetrahydro-2H-pyran-4-yl)spiro[cyclopropane-1,3'-indolin]-4'-yl)acetate